4-Fluoro-N-methyl-6-(2-methylpyrazolo[1,5-a]pyrimidin-5-yl)-N-(piperidin-4-yl)-1,3-benzothiazol-2-amin FC1=CC(=CC2=C1N=C(S2)N(C2CCNCC2)C)C2=NC=1N(C=C2)N=C(C1)C